2-(4-benzyloxy-6-chloro-5-ethoxycarbonyl-2-methyl-3-pyridyl)propanoic acid C(C1=CC=CC=C1)OC1=C(C(=NC(=C1C(=O)OCC)Cl)C)C(C(=O)O)C